pyrido[2,1-a]isoquinoline-3-carboxylate C=1C=C(CN2C1C1=CC=CC=C1C=C2)C(=O)[O-]